1-acetyl-3-methyl-5-phenyl-3-(p-toluenesulfonylmethyl)-1,3-dihydro-2H-pyrrol-2-one C(C)(=O)N1C(C(C=C1C1=CC=CC=C1)(CS(=O)(=O)C1=CC=C(C)C=C1)C)=O